OC1(CC(CCC1)NC1=NN=C(C=2N1C=CC2)C2=C(C=C(C=C2)C(F)(F)F)O)C 2-{4-[(3-hydroxy-3-methylcyclohexyl)amino]pyrrolo[1,2-d][1,2,4]triazin-1-yl}-5-(trifluoromethyl)phenol